CC1(C(C=CC=C1)C)C=CC1=CC=CC=C1 1,2-dimethyl-stilbene